FC1=CC=C(C=C1)N(C(=O)[C@H]1N[C@H](CC1)C)C (2S,5S)-N-(4-fluorophenyl)-N,5-dimethylpyrrolidine-2-carboxamide